2-((6-(4-(2-acetoxyethyl)piperazin-1-yl)-2-methylpyrimidin-4-yl)amino)thiazole-5-carboxylic acid C(C)(=O)OCCN1CCN(CC1)C1=CC(=NC(=N1)C)NC=1SC(=CN1)C(=O)O